NC=1C=2N(C3=CC(=C(C=C3N1)F)C(=O)N1[C@@H]3[C@H](C[C@H](C1)C)CC1=CC(=CC=C13)C(F)(F)F)C=NC2 |r| Rac-(4-amino-7-fluoroimidazo[1,5-a]quinoxalin-8-yl)((3R,4aR,9bR)-3-methyl-7-(trifluoromethyl)-2,3,4,4a,5,9b-hexahydro-1H-indeno[1,2-b]pyridin-1-yl)methanone